androstanecarboxylic acid C([C@@]12CCC[C@H]1[C@@H]1CCC3CCCC[C@]3(C)[C@H]1CC2)C(=O)O